(3R)-3-[4-{2-[(5-Fluoropyridin-2-yl)amino]-2-oxoethyl}-5,8-dioxo-6-(propan-2-yl)-5,6,7,8-tetrahydro-4H-pyrazolo[1,5-a]pyrrolo[3,4-d]pyrimidin-2-yl]pyrrolidin FC=1C=CC(=NC1)NC(CN1C=2N(C(C3=C1C(N(C3)C(C)C)=O)=O)N=C(C2)[C@H]2CNCC2)=O